1-oxoisoquinolin O=C1NC=CC2=CC=CC=C12